NC(C(=O)O)CN Nβ-Z-2,3-diaminopropionic acid